C(C)(C)(C1=CC=CC=C1)OOC(=O)OCCOCC(CC)(COCCOC(=O)OOC(C)(C)C1=CC=CC=C1)COCCOC(=O)OOC(C)(C)C1=CC=CC=C1 1,1,1-tris[2-(cumylperoxy-carbonyloxy)ethoxymethyl]propane